tert-butyl N-(6-chloro-3-cyano-2-methyl-4-pyridyl)-N-methyl-carbamate ClC1=CC(=C(C(=N1)C)C#N)N(C(OC(C)(C)C)=O)C